FC1(CC(C1)COC[C@H]1CN(CCC1)C1CCN(CC1)C(=O)OCC1=CC=CC=C1)F |r| rac-Benzyl 3-{[(3,3-difluorocyclobutyl)methoxy]methyl}[1,4'-bipiperidine]-1'-carboxylate